(2,6-dimethyl-4-(7-(oxetan-3-yl-oxy)-1,3,4,5-tetrahydro-2H-benzo[c]azepin-2-yl)phenyl)-3,3-dimethylbutyramide CC1=C(C(=CC(=C1)N1CC2=C(CCC1)C=C(C=C2)OC2COC2)C)C(C(=O)N)C(C)(C)C